C(C(C)(C)C)(=O)OC1=C(N=C(C2=CC(=CC=C12)OC1=CC=CC=C1)C)C(NCC(=O)OC)=O 3-((2-methoxy-2-oxoethyl) carbamoyl)-1-methyl-7-phenoxy-isoquinolin-4-yl pivalate